tetramethyl-5,6,7,8-tetrahydronaphtho[2,3-b]furan-3-amine CC1(C2=C(C3=C(OC(=C3N)C)C=C2CCC1)C)C